(1S,2S)-1-amino-1-(m-tolyl)propan-2-ol hydrochloride Cl.N[C@H]([C@H](C)O)C=1C=C(C=CC1)C